C(C)S(=O)(=O)C1=CC(=C(C=C1)C1=NN2C(OC[C@](C2)(C)CO)=C1C(=O)OCC)F Ethyl (S)-2-(4-(ethylsulfonyl)-2-fluorophenyl)-6-(hydroxymethyl)-6-methyl-6,7-dihydro-5H-pyrazolo[5,1-b][1,3]oxazine-3-carboxylate